C(C)(C)(C)[Si](OCCCCCCCCC(C)C1=CC=CC=C1)(C)C tert-butyldimethyl((9-phenyldecyl)oxy)silane